C1(CC1)C#C[C@@H](O)[C@@H]1[C@H]([C@H]([C@@H](C1)N1N=CC\2=C1NC=N/C2=N/N)O)O (1S,2R,3R,5R)-3-((S)-3-cyclopropyl-1-hydroxyprop-2-yn-1-yl)-5-((E)-4-hydrazineylidene-4,7-dihydro-1H-pyrazolo[3,4-d]pyrimidin-1-yl)cyclopentane-1,2-diol